trans-4-((5-fluoro-4-(3-(3-oxomorpholino)phenyl)pyrimidin-2-yl)amino)cyclohexane-1-carboxamide FC=1C(=NC(=NC1)N[C@@H]1CC[C@H](CC1)C(=O)N)C1=CC(=CC=C1)N1C(COCC1)=O